[2H]C([2H])([2H])N(CC(=O)NC12CCC(CC1)(CC2)CN2N=C(C=1CN(CCC12)C1=C2C(=NC(=C1)C)N(N=C2)C)C)C([2H])([2H])[2H] 2-(bis(trideuteromethyl)amino)-N-(4-((5-(1,6-dimethyl-1H-pyrazolo[3,4-b]pyridin-4-yl)-3-methyl-4,5,6,7-tetrahydro-1H-pyrazolo[4,3-c]pyridin-1-yl)methyl)bicyclo[2.2.2]oct-1-yl)acetamide